CC1=C(C=CC=C1)C1=NC(=NC(=N1)C1=C(C=CC=C1)C)C1=C(C=C(C=C1)OCC(COC(C(=C)C)=O)O)O 2,4-bis(2-methylphenyl)-6-[2-hydroxy-4-(3-methacryloyloxy-2-hydroxypropoxy)phenyl]s-triazine